C1(=CC=C(C=C1)C1(CCC2(C3CCC4(C(CCC4C3CCC2C1)C(=O)NS(=O)(=O)CC1=CC=CC=C1)C)C)O)C1=CC=CC=C1 3-([1,1'-biphenyl]-4-yl)-N-(benzylsulfonyl)-3-hydroxy-10,13-dimethylhexadecahydro-1H-cyclopenta[a]phenanthrene-17-carboxamide